CC1=C(C(=CC=C1)C)NC(C1=CC(=C(C=C1)OC(F)F)OC)=O N-(2,6-dimethylphenyl)-4-difluoromethoxy-3-methoxybenzamide